4-[(2R)-3-(3,4-dihydro-1H-isoquinolin-2-yl)-2-hydroxy-propyl]-8-[(3-fluoro-4-pyridinyl)methoxy]-1-methyl-2,3-dihydro-1,4-benzodiazepine-5-one C1N(CCC2=CC=CC=C12)C[C@H](CN1CCN(C2=C(C1=O)C=CC(=C2)OCC2=C(C=NC=C2)F)C)O